(2R)-ethyl 2-bromopropionate Br[C@@H](C(=O)OCC)C